N1=CC(=CC=C1)NC1=CC=NC=2N1N=CC2C#N 7-(pyridine-3-ylamino)pyrazolo[1,5-a]pyrimidine-3-carbonitrile